N1=CC(=CC=C1)N pyridine-3-amine